CC(C(C)N1CC2(CCOCC2)C2=CC=C(C=C12)C=1C=C(C(=O)N)C=CC1)C 3-(1-(3-methylbutan-2-yl)-2',3',5',6'-tetrahydrospiro[indolin-3,4'-pyran]-6-yl)benzamide